NC=1C=2N(C3=CC(=CC=C3N1)C(=O)N([C@@H]1COC3=C1C=CC(=C3)C(F)(F)F)C=3C=NN(C3)CC)C=NC2 (S)-4-amino-N-(1-ethyl-1H-pyrazol-4-yl)-N-(6-(trifluoromethyl)-2,3-dihydrobenzofuran-3-yl)imidazo[1,5-a]quinoxaline-8-carboxamide